L-2,4-diaminobutyric acid 2-ketoglutarate O=C(C(=O)O)CCC(=O)O.N[C@H](C(=O)O)CCN